6-amino-3',6'-dihydro-2'H-[3,4']bipyridinyl-1'-carboxylic acid tert-butyl ester C(C)(C)(C)OC(=O)N1CCC(=CC1)C=1C=NC(=CC1)N